(S)-2-aminopropionitrile 4-methylbenzenesulfonate CC1=CC=C(C=C1)S(=O)(=O)O.N[C@H](C#N)C